hexyl-4-methylbenzenesulfonate C(CCCCC)OS(=O)(=O)C1=CC=C(C=C1)C